Cl.FC(C1CCC(CC1)C(C)N1N=CC(=C1)N)(F)F 1-(1-(4-(trifluoromethyl)cyclohexyl)ethyl)-1H-pyrazol-4-amine hydrochloride